FC(OC1=CC=CC=2C(N([C@H]3C=4N([C@@H](C21)C3)C3=C(N4)C=CC(=C3)C3=CC=C(C=C3)[C@@H](C)P(=O)(C)C)C([2H])([2H])[2H])=O)F |o1:29| (7R,14R)-1-(difluoromethoxy)-11-(4-((R or S)-1-(dimethylphosphoryl)ethyl)phenyl)-6-(methyl-d3)-6,7-dihydro-7,14-methanobenzo[f]benzo[4,5]imidazo[1,2-a][1,4]diazocin-5(14H)-one